(R)-N'-acetyl-4-amino-1-methyl-N'-(tetrahydrofuran-3-yl)-N-((5-(trifluoromethyl)pyridin-2-yl)methyl)-1H-pyrazolo[4,3-c]quinoline-8-carbohydrazide C(C)(=O)N(N(C(=O)C1=CC=2C3=C(C(=NC2C=C1)N)C=NN3C)CC3=NC=C(C=C3)C(F)(F)F)[C@H]3COCC3